ClN1COC(C1)(C)C 3-chloro-5,5-dimethyl-4,5-dihydro-oxazole